((1R,4R)-4-(2-(((R)-2-(6-cyanopyridin-2-yl)-2-hydroxyethyl)amino)-2-methylpropyl)cyclohexyl)carbamic acid tert-butyl ester C(C)(C)(C)OC(NC1CCC(CC1)CC(C)(C)NC[C@@H](O)C1=NC(=CC=C1)C#N)=O